(3S,8S,9S,10R,13R,14S,17R)-3,13-diethyl-l-7-((2R,5S)-5-hydroxy-6-methylheptan-2-yl)-10-methyl-2,3,4,7,8,9,10,11,12,13,14,15,16,17-tetradecahydro-1H-cyclopenta[a]phenanthren-3-ol C(C)[C@@]1(CC[C@@]2([C@H]3CC[C@]4(CCC[C@H]4[C@@H]3C(C=C2C1)[C@H](C)CC[C@@H](C(C)C)O)CC)C)O